7-(2-hydroxy-4,6-dimethylphenyl)-3-methyl-2-(1-methylpiperidin-3-yl)pyrido[2,3-d]pyrimidin-4(3H)-one OC1=C(C(=CC(=C1)C)C)C=1C=CC2=C(N=C(N(C2=O)C)C2CN(CCC2)C)N1